ONC1=NC=CC=N1 (hydroxyamino)pyrimidin